BrC1=C(C(=O)OC)C=C(C=C1)NC1=NN(C=C1C(N)=O)[C@H]1[C@@H](CCC1)C#N methyl 2-bromo-5-((4-carbamoyl-1-(trans-2-cyanocyclopentyl)-1H-pyrazol-3-yl)amino)benzoate